[Pd](Cl)Cl.C1(=CC=CC=C1)P(C1=CC=CC=C1)C1=CC=CC=C1.C1(=CC=CC=C1)P(C1=CC=CC=C1)C1=CC=CC=C1 bis-(triphenylphosphine) palladium (II) dichloride